COC=1C=C(C=C(C1)OC1=CC=C(C=C1)C(F)(F)F)NC(=O)[C@@H]1N(C(CC1)=O)C (R)-N-(3-Methoxy-5-(4-(trifluoromethyl)phenoxy)phenyl)-1-methyl-5-oxo-pyrrolidine-2-carboxamide